(R)-6-methoxy-2,3-dihydro-1H-inden-1-amine COC1=CC=C2CC[C@H](C2=C1)N